C(CC)C1=CC=C(C=C1)CC(=O)O 2-(4-propylphenyl)acetic acid